BrC1=CC=C2C=3C(=C(N=NC13)SC)NC2=O 8-Bromo-3-(methylthio)pyrrolo[2,3,4-de]cinnolin-5(4H)-one